N-[3,5-difluoro-4-({6-methoxy-7-[2-(methyl-amino)-ethoxy]quinolin-4-yl}oxy)phenyl]-4-ethylpyridine-3-carboxamide FC=1C=C(C=C(C1OC1=CC=NC2=CC(=C(C=C12)OC)OCCNC)F)NC(=O)C=1C=NC=CC1CC